(S)-ethyl (4-methoxy-2-((1-(5-(4-methoxyphenyl)-1,2,4-oxadiazol-3-yl)-3-methylbutyl)carbamoyl)pyridin-3-yl) carbonate C(OCC)(OC=1C(=NC=CC1OC)C(N[C@@H](CC(C)C)C1=NOC(=N1)C1=CC=C(C=C1)OC)=O)=O